S(C1=CC(=C(C(=C1)C)O)C)C1=CC(=C(C(=C1)C)O)C 4,4'-thiobis(2,6-dimethylphenol)